COC=1C=CC(=NC1)COC=1C=C2CN(CC2=CC1)C1=C(C=NC=C1)C#N 4-{5-[(5-methoxypyridin-2-yl)methoxy]-2,3-dihydro-1H-isoindol-2-yl}pyridine-3-carbonitrile